2-(8-(3-bromo-2-methylphenylamino)-1,7-naphthyridin-3-yl)acetaldehyde BrC=1C(=C(C=CC1)NC=1N=CC=C2C=C(C=NC12)CC=O)C